CN1C(C2=C(C(=C1)C1=C(OC3=CC=C(C=C3)CCC3CCN(CC3)C(=O)OC(C)(C)C)C=CC(=C1)CS(=O)(=O)C)C=CN2S(=O)(=O)C2=CC=C(C=C2)C)=O tert-butyl 4-[2-[4-[2-[6-methyl-7-oxo-1-(p-tolylsulfonyl) pyrrolo[2,3-c]pyridin-4-yl]-4-(methylsulfonylmethyl)phenoxy]phenyl]ethyl]piperidine-1-carboxylate